NC1=NC=NN2C1=C(C=C2C=2C=C(C(=NC2)OC)C(=O)N[C@@H]2CN(C[C@@H]2F)C(=O)C2=NC=CC=C2Cl)CN2CCC(CC2)(F)F 5-{4-amino-5-[(4,4-difluoropiperidin-1-yl)methyl]pyrrolo[2,1-f][1,2,4]triazin-7-yl}-N-[(3R,4S)-1-(3-chloropyridine-2-carbonyl)-4-fluoropyrrolidin-3-yl]-2-methoxypyridine-3-carboxamide